C(#C)C=1C=CC(=C(C1)O)C=1N=NC(=CC1C)NC1CC(C1)(C)O 5-ethynyl-2-(6-(((cis)-3-hydroxyl-3-methylcyclobutyl)amino)-4-methylpyridazin-3-yl)phenol